(S)-N-(1-amino-3-hydroxy-2-methyl-1-oxopropan-2-yl)-2-methyl-5-(pyridin-2-ylthio)benzofuran-3-carboxamide NC([C@@](CO)(C)NC(=O)C1=C(OC2=C1C=C(C=C2)SC2=NC=CC=C2)C)=O